FC1=C(C=C(C=C1)F)[C@@H]1N(C[C@H](C1)F)C1=NC2=C(C=CN=C2C=C1)C=1C=NN(C1)C1CC(NCC1)(C)C ((2R,4S)-2-(2,5-difluorophenyl)-4-fluoropyrrolidin-1-yl)-8-(1-(2,2-dimethylpiperidin-4-yl)-1H-pyrazol-4-yl)-1,5-naphthyridine